C1=CC=CC=2C3=CC=CC=C3C(C12)COC(=O)N(CCC1=C(NC2=CC=CC=C12)C)CC1=CC=C(C=C1)/C=C/C(=O)O (E)-3-[4-[[9H-fluoren-9-ylmethoxycarbonyl-[2-(2-methyl-1H-indol-3-yl)ethyl]amino]methyl]phenyl]prop-2-enoic acid